The molecule is a hydroxy fatty-acyl-CoA that results from the formal condensation of the thiol group of coenzyme A with the carboxy group of 2-hydroxyisovaleric acid. It is a 2-hydroxy-3-methylacyl-CoA, a hydroxy fatty acyl-CoA and a short-chain fatty acyl-CoA. It derives from a 2-hydroxy-3-methylbutyric acid. It is a conjugate acid of a 2-hydroxyisovaleryl-CoA(4-). CC(C)C(C(=O)SCCNC(=O)CCNC(=O)[C@@H](C(C)(C)COP(=O)(O)OP(=O)(O)OC[C@@H]1[C@H]([C@H]([C@@H](O1)N2C=NC3=C(N=CN=C32)N)O)OP(=O)(O)O)O)O